C(C)OC(CCC1(C(N(C(=C1C)C1=CC=CC=C1)CC=C)=O)C)=O 3-(1-allyl-3,4-dimethyl-2-oxo-5-phenyl-2,3-dihydro-1H-pyrrol-3-yl)propionic acid ethyl ester